(1s,3s)-3-(2-(6-Chloro-4-(((cyclopropylmethyl)amino)methyl)pyridin-2-yl)-3-oxoisoindolin-5-yl)-3-((4-methyl-4H-1,2,4-triazol-3-yl)methyl)cyclobutane-1-carbonitrile ClC1=CC(=CC(=N1)N1CC2=CC=C(C=C2C1=O)C1(CC(C1)C#N)CC1=NN=CN1C)CNCC1CC1